4-[(2-chloro-4-nitro-phenyl)-azo]-aniline ClC1=C(C=CC(=C1)[N+](=O)[O-])N=NC1=CC=C(N)C=C1